C(C)OC(=O)[C@H]1C2CCC([C@@H]1N)CC2.ClC2=C(C=CC(=C2)OC2=CC=C(C=C2)Cl)[C@]2(OC[C@@H](O2)C)CN2N=CN=C2 1-({(2R,4S)-2-[2-Chloro-4-(4-chlorophenoxy)phenyl]-4-methyl-1,3-dioxolan-2-yl}methyl)-1H-1,2,4-triazole ethyl-(2S,3S)-3-amino-bicyclo[2.2.2]octane-2-carboxylate